tert-butyl 4-(7-bromo-3-cyano-2-quinolyl)piperidine-1-carboxylate BrC1=CC=C2C=C(C(=NC2=C1)C1CCN(CC1)C(=O)OC(C)(C)C)C#N